ClC1=CC(=C(N=N1)C(=O)NC([2H])([2H])[2H])NC1=NC=CC(=C1OC)C1=NC=CC=C1 6-chloro-4-((3'-methoxy-[2,4'-bipyridyl]-2'-yl)amino)-N-(methyl-d3)pyridazine-3-carboxamide